3-(7-(4-(((1S,4S)-2,5-diazabicyclo[2.2.1]hept-2-yl)methyl)piperidin-1-yl)-1-methyl-1H-indazol-3-yl)piperidine-2,6-dione [C@@H]12N(C[C@@H](NC1)C2)CC2CCN(CC2)C=2C=CC=C1C(=NN(C21)C)C2C(NC(CC2)=O)=O